(5R,6S)-2-Amino-6-((S)-5H-imidazo[5,1-a]isoindol-5-yl)-5,6,7,8-tetrahydrochinolin-5-ol NC1=NC=2CC[C@H]([C@H](C2C=C1)O)[C@@H]1N2C(C3=CC=CC=C13)=CN=C2